C(C1=CC=CC=C1)OCCOC1=CC2=C(OC[C@@H](C(N2C)=O)NC(OC(C)(C)C)=O)C=C1 tert-butyl (S)-(7-(2-(benzyloxy)ethoxy)-5-methyl-4-oxo-2,3,4,5-tetrahydrobenzo[b][1,4]oxazepin-3-yl)carbamate